BrC=1C(=CC(=NC1)CC(C)=O)C 1-(5-bromo-4-methylpyridin-2-yl)propan-2-one